C(C1=CC=CC=C1)OC(CC1OC(OC(C1)CBr)(C)C)=O 6-(bromomethyl)-2,2-dimethyl-1,3-dioxane-4-acetic acid benzyl ester